5-(1-(4-fluorophenyl)-2-(3-hydroxypiperidin-1-yl)-2-oxoethyl)-1,5-dihydro-4H-pyrazolo[3,4-d]pyrimidin-4-one FC1=CC=C(C=C1)C(C(=O)N1CC(CCC1)O)N1C=NC2=C(C1=O)C=NN2